S1C(CCC2=CC=CC=C12)C(=O)Cl thiochromanecarbonyl chloride